((S)-1-(benzyl-((R)-2-hydroxypropyl)amino)-1-oxopropan-2-yl)carbamic acid tert-butyl ester C(C)(C)(C)OC(N[C@H](C(=O)N(C[C@@H](C)O)CC1=CC=CC=C1)C)=O